SC1=NC=2C[C@@]3(CN(C4=CC=CC=C4C3)C)CCC2C(=N1)O (R)-2-mercapto-1'-methyl-1',4',5,8-tetrahydro-2'H,6H-spiro[quinazoline-7,3'-quinolin]-4-ol